4-{[4-(4-bromophenyl)piperazin-1-yl]methyl}-7-hydroxybenzofuran BrC1=CC=C(C=C1)N1CCN(CC1)CC1=CC=C(C2=C1C=CO2)O